N-((5-methyl-1H-benzo[d]imidazol-2-yl)methyl)-2-(methylthio)pyrazolo-[1,5-a][1,3,5]triazin-4-amine CC1=CC2=C(NC(=N2)CNC2=NC(=NC=3N2N=CC3)SC)C=C1